C(C)(C)(C)[Si] tertiary butyl-silicon